COC(=O)C1=CC=C(C=C1)CC(C[TeH])C 1-methyloxycarbonyl-4-(2-methylhydrotelluro-propyl)benzene